COCCOCC(=O)NCC1=CC=C(C=C1)C=1SC=C(N1)C(=O)N[C@@H](CO)C(=O)[O-] (2-(4-((2-(2-methoxy ethoxy)acetamido)methyl)phenyl)thiazole-4-carbonyl)-Z-serinate